propylethyldiethoxysilane C(CC)[Si](OCC)(OCC)CC